CC1=CC(=NC=C1)C1=NN=C(S1)NC(=O)C=1C(N(C2=CC=CC=C2C1O)CC)=O N-(5-(4-methylpyridin-2-yl)-1,3,4-thiadiazol-2-yl)-1-ethyl-4-hydroxy-2-quinolone-3-carboxamide